C1(CC[C@@H](CCC)O1)=O |r| Racemic-heptano-1,4-lactone